(S)-N-(2-isopropylphenyl)-2-(4-phenylthiazol-2-yl)pyrrolidine-1-carboxamide C(C)(C)C1=C(C=CC=C1)NC(=O)N1[C@@H](CCC1)C=1SC=C(N1)C1=CC=CC=C1